NCC(C[SiH2]OCCCCCCCCCCCCCC(OCCCCCCCCCCCC)OCCCCCCCCCCCC)C 3-amino-2-methyl-propyl(didodecanoxy)tetradecanoxysilane